2-cyclohexyl-3-(3-methyl-1,2,4-oxadiazol-5-yl)pyridine-2,5-diamine C1(CCCCC1)C1(NC=C(C=C1C1=NC(=NO1)C)N)N